ClC1=NC=C(C(=N1)NCC1=CC=C(C=C1)C=1N(N=C(N1)C(F)(F)F)C1CC1)[N+](=O)[O-] 2-chloro-N-([4-[2-cyclopropyl-5-(trifluoromethyl)-1,2,4-triazol-3-yl]phenyl]methyl)-5-nitropyrimidin-4-amine